O=C1NC(CCC1N1C(N(C2=C1C=C(C(=C2)N2CCC(CC2)CC(=O)OC(C)(C)C)F)C)=O)=O tert-butyl 2-[1-[1-(2,6-dioxo-3-piperidyl)-6-fluoro-3-methyl-2-oxo-benzimidazol-5-yl]-4-piperidyl]acetate